(2-aminoethyl)diethylamine NCCN(CC)CC